(2S,4S)-4-hydroxytetrahydropyrrole-2-carboxylic acid O[C@H]1C[C@H](NC1)C(=O)O